methyl-((6-methoxy-7-((1-acetylpiperidin-4-yl) oxy) quinolin-4-yl) oxy) benzoate C(C1=CC=CC=C1)(=O)OOC1=CC(=NC2=CC(=C(C=C12)OC)OC1CCN(CC1)C(C)=O)C